FC(S(=O)(=O)OCC1(C2=CC(=CC=C2C=2C=CC(=CC12)OC)OC)COS(=O)(=O)C(F)(F)F)(F)F 2,7-dimethoxyfluorene-9,9-dimethanol bistrifluoromethanesulfonate